ClOCP chloro(oxy)methylphosphine